5-(nitroimino)hexahydroimidazo[4,5-D]imidazole [N+](=O)([O-])N=C1NC2C(N1)NCN2